C(CCC)NC(=O)N[C@@H](CS)C(=O)N1[C@@H](CCC1)C(=O)N1[C@@H](CCC1)C(=O)N[C@@H]([C@H](O)C)C(=O)N[C@@H](CCC(N)=O)C(=O)N[C@@H](CC1=CC=CC=C1)C(=O)N[C@@H](CS)C(=O)O (Butylcarbamoyl)-L-cysteinyl-L-prolyl-L-prolyl-L-threonyl-L-glutaminyl-L-phenylalanyl-L-cysteine